7-n-propyl-1,4-dimethyl-azulene C(CC)C1=CC=C(C2=CC=C(C2=C1)C)C